C(CCCCCC)OC(CCCCC/C=C/CCO)OCCCCCCC (3E)-10,10-diheptyloxy-3-decen-1-ol